NC1=NC(=CC(=N1)C=1C(=C(C#N)C=CC1)C)N1N=NC2=C1C=CC(=C2)O 3-[2-amino-6-(5-hydroxy-1H-1,2,3-benzotriazol-1-yl)pyrimidin-4-yl]-2-methylbenzonitrile